FC(C=1C(=C(C=CC1)[C@@H](C)NC=1C2=C(N=C(N1)C)C=NC(=C2)N2CCCC2)C)F N-[(1R)-1-[3-(difluoromethyl)-2-methyl-phenyl]ethyl]-2-methyl-6-pyrrolidin-1-yl-pyrido[3,4-d]pyrimidin-4-amine